FC(C=1C=CC(=C(C1)NC(=O)C=1OC(=CC1)C1=CC=NC=C1)N1CCC(CC1)(C)O)F N-(5-(difluoromethyl)-2-(4-hydroxy-4-methyl-piperidin-1-yl)phenyl)-5-(pyridin-4-yl)furan-2-carboxamide